1,6-dichlorononane ClCCCCCC(CCC)Cl